FC1=C(C=CC(=C1)NC(C(F)(F)F)=O)C1CN(C1)C(=O)OC(C)(C)C tert-butyl 3-[2-fluoro-4-[(2,2,2-trifluoroacetyl)amino]phenyl]azetidine-1-carboxylate